(6-((2-((5-amino-2-methoxyphenyl)amino)-5-bromopyrimidin-4-yl)amino)quinoxalin-5-yl)dimethylphosphine oxide NC=1C=CC(=C(C1)NC1=NC=C(C(=N1)NC=1C(=C2N=CC=NC2=CC1)P(C)(C)=O)Br)OC